5-(N-(2-(4-(4-Fluorobenzoyl)piperazin-1-yl)phenyl)-N-phenethylsulfamoyl)-3-methylbenzofuran-2-Carboxylic acid FC1=CC=C(C(=O)N2CCN(CC2)C2=C(C=CC=C2)N(S(=O)(=O)C=2C=CC3=C(C(=C(O3)C(=O)O)C)C2)CCC2=CC=CC=C2)C=C1